CO[C@@H](C(=O)N[C@H](C(=O)N1[C@@H]([C@H]2C([C@H]2C1)(C)C)C(=O)OC)C(C)(C)C)C methyl (1R,2S,5S)-3-[(2S)-2-[[(2R)-2-methoxypropanoyl]amino]-3,3-dimethyl-butanoyl]-6,6-dimethyl-3-azabicyclo[3.1.0]hexane-2-carboxylate